ClC=1C=C(C=C(C1)F)NC(=O)NC1=C(C=CC=C1)C(=O)NN 1-(3-chloro-5-fluorophenyl)-3-(2-hydrazinocarbonylphenyl)-urea